CC1=NNC(=C1N1CCN(CC1)C=1C=C(C(=O)O)C=CC1C(F)(F)F)C 3-(4-(3,5-dimethyl-1H-pyrazol-4-yl)piperazin-1-yl)-4-(trifluoromethyl)benzoic acid